BrC=1C=NC(=NC1)OC1=C(C=CC=C1)C1=NOC(=C1)C(F)F 5-Bromo-2-[2-[5-(difluoromethyl)-3-isoxazolyl]phenoxy]pyrimidine